OC(CN(CCCCC(=O)OCCN1CCN(CC1)CCSSCCCCN(CC(CCCCCC\C=C/C\C=C/CCCCC)O)CC(CCCCCC\C=C/C\C=C/CCCCC)O)CC(CCCCCCCCCCCC)O)CCCCCCCCCCCC 2-(4-(2-((4-(Bis((9Z,12Z)-2-hydroxyoctadeca-9,12-dien-1-yl)amino)butyl)disulfaneyl)ethyl)piperazin-1-yl)ethyl 5-(bis(2-hydroxytetradecyl)amino)pentanoate